tris(2,2,2-triiodoethyl) borate B(OCC(I)(I)I)(OCC(I)(I)I)OCC(I)(I)I